CN(C1=CC=C(C=C1)C1OC(=O)C2=CC(=CC=C12)N(C)C)C (4-Dimethylaminophenyl)-6-dimethylaminophthalide